2-(2,8-Dimethylimidazo[1,2-b]pyridazin-6-yl)-6-(4-piperidyl)-3H-thieno[2,3-d]pyrimidin-4-on CC=1N=C2N(N=C(C=C2C)C=2NC(C3=C(N2)SC(=C3)C3CCNCC3)=O)C1